C(C)(=O)C=1C(OC2=C(C1N1CCNCCC1)C=CC(=C2)NC2=NC=CC(=N2)C2=CC1=C(N(N=C1C=C2)C)C(C)C)=O 3-acetyl-7-((4-(3-isopropyl-2-methyl-2H-indazol-5-yl)pyrimidin-2-yl)amino)-4-homopiperazinyl-2H-benzopyran-2-one